[4-[5-[5-[(1R)-1-(3,5-dichloro-4-pyridyl)ethoxy]-1H-indazol-3-yl]-2-pyridyl]piperazin-1-yl]-(4-methylpiperazin-1-yl)methanone ClC=1C=NC=C(C1[C@@H](C)OC=1C=C2C(=NNC2=CC1)C=1C=CC(=NC1)N1CCN(CC1)C(=O)N1CCN(CC1)C)Cl